BrC1=CC=C2C(NN=C(C2=C1)CC=1C=CC(=C(C1)C(C(F)(F)F)N(C(OC(C)(C)C)=O)CCN(CC)C1=NC=C(C=C1)C#N)F)=O tert-butyl (1-(5-((7-bromo-4-oxo-3,4-dihydrophthalazin-1-yl)methyl)-2-fluorophenyl)-2,2,2-trifluoroethyl)(2-((5-cyanopyridin-2-yl)(ethyl)amino)ethyl)carbamate